8-[(1R)-1-[(2-Benzylsulfanyl-6-chloro-3-pyridyl)oxy]ethyl]-3,6-dimethyl-2-(2-methyltriazol-4-yl)chromen-4-one C(C1=CC=CC=C1)SC1=NC(=CC=C1O[C@H](C)C=1C=C(C=C2C(C(=C(OC12)C1=NN(N=C1)C)C)=O)C)Cl